ClC=1C=C(C=C2C(=C(C=NC12)C#N)NC1=CC(=C(C=C1)F)Cl)N[C@H](C=1N=NN(C1)C(C)C)C1=CSC=2CN(CCC21)CC (S)-8-chloro-4-((3-chloro-4-fluorophenyl)amino)-6-(((6-ethyl-4,5,6,7-tetrahydrothieno[2,3-c]pyridin-3-yl)(1-isopropyl-1H-1,2,3-triazol-4-yl)methyl)amino)quinoline-3-carbonitrile